(R)-3-(isoquinolin-4-yl)-2-oxo-1-(3-(trifluoromethoxy)phenyl)imidazoline-4-carbonitrile C1=NC=C(C2=CC=CC=C12)N1C(N(C[C@@H]1C#N)C1=CC(=CC=C1)OC(F)(F)F)=O